C(=O)C1=C(NC2=CC=C(C=C12)OC)C 3-formyl-5-methoxy-2-methylindole